2-(4,4-difluoroazepan-1-yl)-N-(3-(methylsulfinyl)phenyl)-1,6-naphthyridine-3-carboxamide FC1(CCN(CCC1)C1=NC2=CC=NC=C2C=C1C(=O)NC1=CC(=CC=C1)S(=O)C)F